methyl iminoethyl diacetate C(C)(=O)OC.C(C)(=O)OCC=N